ClC=1C(=C(OC2=NC=NC3=CC(=C(C=C23)[C@]2(N(CCN(C2)CC2=CC=C(C=C2)C(F)(F)F)C(=O)N)C)OC)C=CC1)F 4-(3-chloro-2-fluorophenoxy)-7-methoxyquinazolin-6-yl-4-[4-(trifluoromethyl)benzyl]-(R)-2-methylpiperazine-1-carboxamide